BrC=1C=C2C(=C(C(NC2=NC1)=O)C(=O)OCC)C ethyl 6-bromo-4-methyl-2-oxo-1H-1,8-naphthyridine-3-carboxylate